diglycerin 3-oxobutyrate O=C(C(=O)O)CC.OCC(O)CO.OCC(O)CO